ClC1=C(C=C(C=C1)Cl)C1=CC(=C(C=C1Cl)OC)CCN1CCN(CC1)C(=O)OC(C)(C)C tert-Butyl 4-(2-(2',5',6-trichloro-4-methoxybiphenyl-3-yl)ethyl)piperazine-1-carboxylate